C(CCCCCCCCCC=CCCCCCCCC)(=O)OCCCCCCCCCCCCCC(CC)C 14-methylpalmityl eicos-11-enoate